NC1=C(C=NN1[C@H](C(F)(F)F)C)C(=O)N1C[C@@]2(CCC1)C1=C(NC(O2)=O)C=CC(=C1F)Cl |o1:6| (R)-1'-(5-Amino-1-((S or R)-1,1,1-trifluoropropan-2-yl)-1H-pyrazole-4-carbonyl)-6-chloro-5-fluorospiro[benzo[d][1,3]oxazine-4,3'-piperidin]-2(1H)-one